(3R,4R,5R,6R)-3-azido-4,5-bis(benzyloxy)-6-((benzyloxy)methyl)tetrahydro-2H-pyran-2-ol N(=[N+]=[N-])[C@H]1C(O[C@@H]([C@@H]([C@@H]1OCC1=CC=CC=C1)OCC1=CC=CC=C1)COCC1=CC=CC=C1)O